CCC(=C)C(=O)OC(CC(=O)[O-])C[N+](C)(C)C The molecule is an O-acylcarnitine compound having 2-ethylacryloyl as the acyl substituent. It has a role as a metabolite. It is an O-acylcarnitine, an ammonium betaine and a carboxylic ester. It derives from a carnitine. It is a tautomer of an O-tiglylcarnitine.